N-(6-ETHYL-1-METHYL-1H-INDAZOL-7-YL)-1-TRITYL-1H-PYRAZOLE-4-SULFONAMIDE C(C)C1=CC=C2C=NN(C2=C1NS(=O)(=O)C=1C=NN(C1)C(C1=CC=CC=C1)(C1=CC=CC=C1)C1=CC=CC=C1)C